Cl.C[C@@H]1C[C@H]2[C@@H](NC1)C=1C(=NC(=CC1)C(F)(F)F)O2 (3R,4aS,9bS)-3-methyl-7-(trifluoromethyl)-1,2,3,4,4a,9b-hexahydrofuro[2,3-b:4,5-b']dipyridine hydrochloride